Methyl (S)-3-((tert-butoxycarbonyl)(3-((4-chloro-6-(((3-fluoropyridin-2-yl)methyl)amino)pyrimidin-5-yl)amino)-3-oxopropyl)amino)-2-methylpropanoate C(C)(C)(C)OC(=O)N(C[C@@H](C(=O)OC)C)CCC(=O)NC=1C(=NC=NC1NCC1=NC=CC=C1F)Cl